C(C)(C)(C)OC(=O)N1CCN(CC1)C=1N=NC(=CC1)NC(=O)C=1C(=CC=2N(C1)C=C(N2)C)OC2CCC2.COC(C)(C(C)C)OC 2,2-dimethoxy-3-methyl-butane tert-butyl-4-(6-(7-cyclobutoxy-2-methylimidazolo[1,2-a]pyridine-6-carboxamido)pyridazin-3-yl)piperazine-1-carboxylate